ClC1=CC=C(C=C1)C=1N=C2N(C=CC=C2)C1C#C 2-(4-chlorophenyl)-3-ethynylimidazo[1,2-a]pyridine